3-{[1-(4-chloro-3-fluorophenyl)-3-methyl-1H-1,2,4-triazol-5-yl]methyl}-1-ethyl-1-{[1-(6-methoxypyridin-3-yl)-1H-1,2,4-triazol-5-yl]methyl}urea ClC1=C(C=C(C=C1)N1N=C(N=C1CNC(N(CC1=NC=NN1C=1C=NC(=CC1)OC)CC)=O)C)F